2-(4-Methylphenoxy)-N-phenyl-N-(tetrahydrofuran-2-ylmethyl)acetamid CC1=CC=C(OCC(=O)N(CC2OCCC2)C2=CC=CC=C2)C=C1